3-((5-(aminomethyl)-1-(2-cyclopropylethyl)-1H-indol-2-yl)methyl)-1-cyclopropyl-5-fluoro-1,3-dihydro-2H-benzo[d]imidazol-2-one NCC=1C=C2C=C(N(C2=CC1)CCC1CC1)CN1C(N(C2=C1C=C(C=C2)F)C2CC2)=O